C(CCCC[C@@H]1SC[C@@H]2NC(=O)N[C@H]12)(=O)N[C@@H](CCCCN)C(=O)O e-N-[d-biotinyl]-L-lysine